C(=O)(OC(C)(C)C)NCCC1=CC=C(N)C=C1 4-(N-boc-2-aminoethyl)aniline